ClC1=C(C(=CC=C1)F)C1=NOC(=C1C1=NC=CC=N1)C=1C=NN(C1C)C1CC(C1)(O)C 3-{4-[3-(2-chloro-6-fluorophenyl)-4-(pyrimidin-2-yl)-1,2-oxazol-5-yl]-5-methyl-1H-pyrazol-1-yl}-1-methylcyclobutan-1-ol